N-[2-[3-[(R or S)-[1-[(4aR,8aS)-3-oxo-4,4a,5,7,8,8a-hexahydropyrido[4,3-b][1,4]oxazine-6-carbonyl]-4-piperidinyl]-phenyl-methyl]phenoxy]ethyl]-3-(2-aminoethoxy)propanamide O=C1N[C@H]2[C@@H](OC1)CCN(C2)C(=O)N2CCC(CC2)[C@@H](C=2C=C(OCCNC(CCOCCN)=O)C=CC2)C2=CC=CC=C2 |o1:19|